C(C(=O)OCCC(C=C(C(C)(C)C)C)C)(=O)OCC ethyl (3,5,6,6-tetramethylhept-4-en-1-yl) oxalate